CNC(C)CC1=CC(=CC=C1)O N-methyl-3-hydroxyAmphetamine